4-methyl-1-(pyridin-3-yl)-5-(2-(trifluoromethyl)phenyl)-1H-pyrrole-3-carbonyl chloride CC=1C(=CN(C1C1=C(C=CC=C1)C(F)(F)F)C=1C=NC=CC1)C(=O)Cl